3-amino-4-fluoro-2,3-dihydro-1-benzofuran-6-carbonitrile NC1COC2=C1C(=CC(=C2)C#N)F